ClC=1C(=NC(=NC1)N[C@@H]1C[C@H]2CO[C@@H]([C@H]1O)O2)C2=C(C1=NC=C(C(=C1S2)C)C(C)(C)O)C (1S,3R,4S,5R)-3-((5-chloro-4-(6-(2-hydroxypropan-2-yl)-3,7-dimethylthieno[3,2-b]pyridin-2-yl)pyrimidin-2-yl)amino)-6,8-dioxabicyclo[3.2.1]octan-4-ol